C1CCCCCS1(=O)=O hexamethylene sulfone